2-(3-tert-Butylphenyl)-4,6-difluoro-1H-benzo[d]imidazole C(C)(C)(C)C=1C=C(C=CC1)C1=NC2=C(N1)C=C(C=C2F)F